C(#N)C1=NC(=CC(=C1)I)C#N 2,6-dicyano-4-iodopyridine